[Cl].C(C=C)(=O)O acrylic acid chlorine